N1=CC=NC2=CC(=CC=C12)CN1CCCCC1 1-(quinoxalin-6-ylmethyl)piperidin